3-(3-bromo-1H-pyrazolo[3,4-b]pyridin-4-yl)-2-(5-fluoropyridin-2-yl)-6,6-dimethyl-6,7-dihydro-4H-pyrazolo[5,1-c][1,4]oxazine BrC1=NNC2=NC=CC(=C21)C=2C(=NN1C2COC(C1)(C)C)C1=NC=C(C=C1)F